{4-[(5-Chloro-thiophen-2-ylmethyl)-amino]-2-chlorophenyl}-carbamic acid ethyl ester C(C)OC(NC1=C(C=C(C=C1)NCC=1SC(=CC1)Cl)Cl)=O